8-bromo-9-fluoro-2',3',5',6'-tetrahydro-3H-spiro[benzo[b][1,4]oxazepine-2,4'-pyran]-4(5H)-one BrC=1C=CC2=C(OC3(CCOCC3)CC(N2)=O)C1F